C1(CC1)C1=NN(C=C1C=1N=CC=C2CCCNC12)C1CC(C1)CCCNC=1C=C2C(N(C(C2=CC1)=O)C1C(NC(CC1)=O)=O)=O 5-((3-((1r,3s)-3-(3-cyclopropyl-4-(1,2,3,4-tetrahydro-1,7-naphthyridin-8-yl)-1H-pyrazol-1-yl)cyclobutyl)propyl)amino)-2-(2,6-dioxopiperidin-3-yl)isoindoline-1,3-dione